C(#N)C#CC1=CC=C(C(=O)OC2=C(C(=C(C(=C2F)F)S(=O)(=O)[O-])F)F)C=C1.[Na+] sodium 4-((4-(cyanoethynyl) benzoyl) oxy)-2,3,5,6-tetrafluorobenzenesulfonate